[2,5-bis(propan-2-yl)thiophen-3-yl]Acetic acid CC(C)C=1SC(=CC1CC(=O)O)C(C)C